(2s,5r)-4-((4-cyclopropyl-oxazol-2-yl)(4-fluorophenyl)methyl)-2,5-dimethylpiperazine-1-carboxylic acid tert-butyl ester C(C)(C)(C)OC(=O)N1[C@H](CN([C@@H](C1)C)C(C1=CC=C(C=C1)F)C=1OC=C(N1)C1CC1)C